C(CCCC)OC1=CC=2C3=C(C(=CC=C3C3=C(C=C(C=C3C2C=C1OCCCCC)OCCCCC)C1=CC=C(C=C1)C(F)(F)F)OCCCCC)OCCCCC 2,3,6,11,12-pentakis(pentyloxy)-8-(4-(trifluoromethyl)phenyl)triphenylene